NC(C(C)(C)C=1C=C(C=CC1)B(O)O)=O (3-(1-amino-2-methyl-1-oxopropan-2-yl)phenyl)boronic acid